(S)-2-(tert-butyl)-N-(2-methyl-4-(2-((1-(pyrrolidin-3-yl)-1H-pyrazol-4-yl)amino)pyrimidin-4-yl)benzyl)thiazole-5-carboxamide C(C)(C)(C)C=1SC(=CN1)C(=O)NCC1=C(C=C(C=C1)C1=NC(=NC=C1)NC=1C=NN(C1)[C@@H]1CNCC1)C